methoxy-2-((2-(piperidin-1-yl)-5-(trifluoromethyl)phenyl)sulphonylamino)benzoic acid COC=1C(=C(C(=O)O)C=CC1)NS(=O)(=O)C1=C(C=CC(=C1)C(F)(F)F)N1CCCCC1